COC(C1=C(N=C(C(=C1)Br)OC1CC1)N)=O 2-amino-5-bromo-6-cyclopropoxynicotinic acid methyl ester